NC=1NC(C=2N(C(N(C2N1)[C@@H]1O[C@@H](C[C@H]1O)CO)=O)CC1CC1)=O (1R,2R)-2-((2-Amino-9-((2R,3R,5S)-3-hydroxy-5-(hydroxymethyl)tetrahydrofuran-2-yl)-6,8-dioxo-1,6,8,9-tetrahydro-7H-purin-7-yl)methyl)cyclopropan